4-((2R,5S)-5-(((4-Cyanophenyl)thio)methyl)-2-(trifluoromethyl)oxazolidin-3-yl)-2-(trifluoromethyl)benzonitril C(#N)C1=CC=C(C=C1)SC[C@@H]1CN([C@H](O1)C(F)(F)F)C1=CC(=C(C#N)C=C1)C(F)(F)F